NCC1(C2CCN(CC12)C1=CN=C2C(=N1)NN=C2SC2=C(C(=NC=C2)N)Cl)C2=NOC(=C2)C 4-[[6-[7-(aminomethyl)-7-(5-methyl-1,2-oxazol-3-yl)-3-azabicyclo[4.1.0]heptan-3-yl]-1H-pyrazolo[3,4-b]pyrazin-3-yl]sulfanyl]-3-chloropyridin-2-amine